3-bromo-N-(tert-butyl)-2-methyl-6-(1H-pyrazol-1-yl)benzamide BrC=1C(=C(C(=O)NC(C)(C)C)C(=CC1)N1N=CC=C1)C